(+)-N-acetyl-L-phenylalanine C(C)(=O)N[C@@H](CC1=CC=CC=C1)C(=O)O